4-(2-amino-phenyl)-piperazine-1-carboxylate NC1=C(C=CC=C1)N1CCN(CC1)C(=O)[O-]